[Si](C)(C)(C(C)(C)C)OC[C@@H](C)OC1=NC=CC(=C1)N (R)-2-((1-((tert-butyldimethylsilyl)oxy)prop-2-yl)oxy)pyridin-4-amine